5-[[3-(hydroxymethyl)oxetan-3-yl]amino]-N,N,2-trimethyl-benzenesulfonamide OCC1(COC1)NC=1C=CC(=C(C1)S(=O)(=O)N(C)C)C